[Cl-].C(CCCCCCCCCCCCCCCCC)[N+](CC=C)(C)C Octadecyl-dimethyl-allyl-ammonium chloride